5-iodo-4-(2-isopropoxy-6-methylphenyl)thiazol-2-amine IC1=C(N=C(S1)N)C1=C(C=CC=C1C)OC(C)C